BrC=1C=C(C2=C(N(C(=N2)C)C(C)C)C1)C 6-bromo-2,4-dimethyl-1-(propan-2-yl)-1H-benzimidazole